m-methyl-phenethylamine CC=1C=C(CCN)C=CC1